(3R)-3-(4-Chlorophenyl)-2-[(5-chloropyrimidin-2-yl)methyl]-4-fluoro-6-[2-hydroxy-1-(piperazin-1-yl)butan-2-yl]-3-(2-hydroxyethoxy)-2,3-dihydro-1H-isoindol-1-on ClC1=CC=C(C=C1)[C@@]1(N(C(C2=CC(=CC(=C12)F)C(CN1CCNCC1)(CC)O)=O)CC1=NC=C(C=N1)Cl)OCCO